(R)-4-(5-(2,6-difluorophenyl)-3-methyl-1,6-dihydropyrazolo[4,3-d]pyrido[4,3-f][1,3]diazepin-9-yl)-2-(trifluoromethyl)morpholine FC1=C(C(=CC=C1)F)C=1NC2=C(C3=C(N1)C(=NN3)C)C=C(N=C2)N2C[C@@H](OCC2)C(F)(F)F